BrC1=CC=2C(C3=CC(=CC=C3C2C=C1)[N+](=O)[O-])(CCCC)CCCC 2-bromo-7-nitro-9,9-dibutyl-fluorene